N[C@@H](C(C)C)C(=O)O (L)-Valine